FC1=C(C=C(OC2=CC=C(C=C2)C2=NC=3N(C(NC(C3N2C)=O)=O)CC(C)O)C=C1)C(F)(F)F 8-(4-(4-fluoro-3-(trifluoromethyl)phenoxy)phenyl)-3-(2-hydroxypropyl)-7-methyl-3,7-dihydro-1H-purine-2,6-dione